tricarboxypyridine C(=O)(O)C1=C(C(=NC=C1)C(=O)O)C(=O)O